C(C)(C)(C)OC(=O)N1[C@@H](COCC1)C=1C=C(C=C2CCN(CC12)C(=O)C=1C=NC(=NC1)C)C=1C=C2C(=NC1)NC=C2Cl (R)-3-(6-(3-chloro-1H-pyrrolo[2,3-b]pyridin-5-yl)-2-(2-methylpyrimidine-5-carbonyl)-1,2,3,4-tetrahydroisoquinolin-8-yl)morpholine-4-carboxylic acid tert-butyl ester